11-[4-(4-cyanophenyl)phenoxy]undecyl 2,5-bis[[4-[2-[4-(6-hydroxyhexoxy)phenyl]ethynyl]benzoyl]oxy]benzoate OCCCCCCOC1=CC=C(C=C1)C#CC1=CC=C(C(=O)OC2=C(C(=O)OCCCCCCCCCCCOC3=CC=C(C=C3)C3=CC=C(C=C3)C#N)C=C(C=C2)OC(C2=CC=C(C=C2)C#CC2=CC=C(C=C2)OCCCCCCO)=O)C=C1